C(C)(C)(C)OC(=O)N1CCN(CC1)C1=NC=2N(C=C1)N=C(C2I)C.ClC2=CN=C1C(=N2)N(N=C1)C(C)(C)C1CC1 6-chloro-1-(2-cyclopropylpropan-2-yl)-1H-pyrazolo[3,4-b]pyrazine tert-butyl-4-(3-iodo-2-methyl-pyrazolo[1,5-a]pyrimidin-5-yl)piperazine-1-carboxylate